(S)-2-(5-(1-ethylcyclopropyl)-3-fluoro-2-methoxyphenyl)-2-((R)-3-((5-(4-methoxy-5,6,7,8-tetrahydro-1,8-naphthyridin-2-yl)pentyl)oxy)pyrrolidin-1-yl)acetic acid C(C)C1(CC1)C=1C=C(C(=C(C1)[C@@H](C(=O)O)N1C[C@@H](CC1)OCCCCCC1=NC=2NCCCC2C(=C1)OC)OC)F